COC(=O)C1NCC(C1)O Methyl-4-hydroxypyrrolidine-2-carboxylate